C1(CC1)N1CCN(CC1)C=1C(=CC2=C(C(C=3NC4=CC(=CC=C4C3C2=O)C#C[Si](C)(C)C)(C)C)C1)C#N 8-(4-cyclopropylpiperazin-1-yl)-6,6-dimethyl-11-oxo-3-((trimethylsilyl)ethynyl)-6,11-dihydro-5H-benzo[b]carbazole-9-carbonitrile